deoxyiodouridine I[C@@]1(C[C@H](O)[C@@H](CO)O1)N1C(=O)NC(=O)C=C1